2,3,5,6-tetrachloro-4-(methylsulfonyl)pyridine methyl-4-methyl-2-(4-(trifluoromethoxy)phenyl)quinoline-7-carboxylate COC(=O)C1=CC=C2C(=CC(=NC2=C1)C1=CC=C(C=C1)OC(F)(F)F)C.ClC1=NC(=C(C(=C1Cl)S(=O)(=O)C)Cl)Cl